1,1-dioxo-4,5,6,7-tetrahydro-1,2-benzothiazol-3-one O=S1(NC(C2=C1CCCC2)=O)=O